Cl.NC1CCN(CC1)C1=C(C(=C(C(=N1)S[C@H](C(=O)N)C1=CC=CC=C1)C#N)CC)C#N (S)-2-((6-(4-aminopiperidin-1-yl)-3,5-dicyano-4-ethylpyridin-2-yl)thio)-2-phenylacetamide, Hydrochloride